3-(3-chloro-4-fluorophenyl)-5-(2-(3-fluoro-3-methylazetidin-1-yl)-2-oxoethyl)-1-(methoxymethyl)-1,5-dihydro-4H-pyrrolo[3,2-c]pyridin-4-one ClC=1C=C(C=CC1F)C1=CN(C2=C1C(N(C=C2)CC(=O)N2CC(C2)(C)F)=O)COC